1-methyl-6-[4-(3-tetrahydropyran-4-yloxypropoxy)phenoxy]indazole-5-carboxamide CN1N=CC2=CC(=C(C=C12)OC1=CC=C(C=C1)OCCCOC1CCOCC1)C(=O)N